2-((1,1-dioxido-2,3-dihydrothiophen-3-yl)carbamoyl)-5-(4-(trifluoromethyl)phenyl)pyridine 1-oxide O=S1(CC(C=C1)NC(=O)C1=[N+](C=C(C=C1)C1=CC=C(C=C1)C(F)(F)F)[O-])=O